ClC=1C=C(C=CC1)[C@@H](C)NC=1C2=C(N=C(N1)C)C=NC(=C2)N2C[C@@H](CC2)NC(C)=O N-[(3R)-1-(4-{[(1R)-1-(3-chlorophenyl)ethyl]amino}-2-methylpyrido[3,4-d]pyrimidin-6-yl)pyrrolidin-3-yl]acetamide